[(4-methyl-4H-1,2,4-triazol-3-yl)sulfanyl]pyridine CN1C(=NN=C1)SC1=NC=CC=C1